CC(COC(CC)=O)(CC)C (S)-1-(2,2-dimethylbutoxy)-1-oxopropan